ClC1=C(C=C(C=C1)NC1=NC=C(C(=N1)NC=1C=C(C=CC1)NC(C=C)=O)F)OCC(CO)O N-(3-(2-(4-chloro-3-(2,3-dihydroxypropoxy)phenylamino)-5-fluoropyrimidin-4-ylamino)phenyl)acrylamide